N-(3-(3-chlorophenyl)-1-(2-hydroxy-3-methoxypropyl)-1H-pyrazol-4-yl)pyrazolo[1,5-a]pyrimidine-3-carboxamide ClC=1C=C(C=CC1)C1=NN(C=C1NC(=O)C=1C=NN2C1N=CC=C2)CC(COC)O